(R)-2-amino-N-((5-cyclopropylpyridin-2-yl)methyl)-3-methyl-N-(1-(pyrimidin-2-yl)ethyl)quinoline-6-carboxamide NC1=NC2=CC=C(C=C2C=C1C)C(=O)N([C@H](C)C1=NC=CC=N1)CC1=NC=C(C=C1)C1CC1